2-(2-bromophenyl)-N-{3-sulfamoyl-4-[4-(trifluoromethyl)-1H-pyrazol-1-yl]phenyl}acetamide BrC1=C(C=CC=C1)CC(=O)NC1=CC(=C(C=C1)N1N=CC(=C1)C(F)(F)F)S(N)(=O)=O